ClC=1C(=C(OCCC(CN2N=CN=C2)(O)C2=C(C=C(C=C2)F)F)C=C(C1)Cl)I 4-(3,5-dichloro-2-iodophenoxy)-2-(2,4-difluorophenyl)-1-(1H-1,2,4-triazol-1-yl)butan-2-ol